ClC1=CC(=C(C=C1)[C@@H]1OC2=C(C=CC=C2C=C1)C1CCN(CC1)CC=1N(C(=C(N1)C)C=O)C[C@H]1OCC1)F 2-((4-((R)-2-(4-chloro-2-fluorophenyl)-2H-chromen-8-yl)piperidin-1-yl)methyl)-4-methyl-1-(((S)-oxetan-2-yl)methyl)-1H-imidazole-5-carbaldehyde